1,2-Dipentyloxybenzene C(CCCC)OC1=C(C=CC=C1)OCCCCC